ICCCCCCCCCCC#C 12-iodododec-1-yne